C(C)(C)S(=O)(=O)C1=NN(C=C1)C 3-(isopropylsulfonyl)-1-methyl-1H-pyrazole